CC1=C(C(=CC(=C1)C)C)S(=O)(=O)[O-].N[N+]1=CC(=CC(=C1)F)Br 1-amino-3-bromo-5-fluoropyridin-1-ium 2,4,6-trimethylbenzenesulfonate